5-(METHOXYMETHOXY)-2-METHYLPYRIDIN-4-YLBORONIC ACID COCOC=1C(=CC(=NC1)C)B(O)O